2,2-DIMETHYL-4-HEXEN-1-ALDEHYDE CC(C=O)(CC=CC)C